C(CCCCCCCCC(=O)OC1CC(N(C(C1)(C)C)OC1CCCCCC1)(C)C)(=O)OC1CC(N(C(C1)(C)C)OC1CCCCCC1)(C)C bis(1-(cycloheptyloxy)-2,2,6,6-tetramethylpiperidin-4-yl) decanedioate